nonanoyl 3-methylbutanoyl peroxide CC(CC(=O)OOC(CCCCCCCC)=O)C